COC[C@H](C)N1C(=CC2=C1N=C(N=C2)S(=O)(=O)C)C#N (S)-7-(1-methoxypropan-2-yl)-2-(methyl-sulfonyl)-7H-pyrrolo[2,3-d]pyrimidine-6-carbonitrile